C[C@@H]1CC(C=2N=CN=C(C21)N2CCNCC2)=O (R)-(5-methyl-7-oxo-6,7-dihydro-5H-cyclopenta[d]pyrimidin-4-yl)piperazine